ClC=1C=C(CC2=CC=C(N=N2)C=2N(C(C=CC2C(=O)N)=O)CC)C=CC1 (6-(3-chlorobenzyl)pyridazin-3-yl)-1-ethyl-6-oxo-1,6-dihydropyridine-3-carboxamide